(S)-N1-(1-(2-((1S,2R,4R)-Bicyclo[2.2.1]heptan-2-ylamino)-2-oxoethyl)-2-oxo-1,2-dihydropyridin-3-yl)-N6-methyl-2-(4-methyl-1,2,3-thiadiazol-5-carboxamido)-5-oxohexandiamid [C@H]12[C@@H](C[C@H](CC1)C2)NC(CN2C(C(=CC=C2)NC([C@H](CCC(C(=O)NC)=O)NC(=O)C2=C(N=NS2)C)=O)=O)=O